C(#N)C1=C(C=CC=C1)[C@@H]([C@@H](C)C=1N(C(C(=C(N1)C(=O)NC=1C=NOC1)O)=O)C)C=1C=NN(C1)C 2-((1R,2R)-1-(2-cyanophenyl)-1-(1-methyl-1H-pyrazol-4-yl)propan-2-yl)-5-hydroxy-N-(isoxazol-4-yl)-1-methyl-6-oxo-1,6-dihydropyrimidine-4-carboxamide